FC1=CC=CC(=N1)CC=1C=NN(C1)C(=O)N[C@@H]1C(N(C2=C(OC1)C=CC(=C2)C#CC2COC2)C)=O (S)-4-((6-Fluoropyridin-2-yl)methyl)-N-(5-methyl-7-(oxetan-3-ylethynyl)-4-oxo-2,3,4,5-tetrahydrobenzo[b][1,4]oxazepin-3-yl)-1H-pyrazole-1-carboxamide